N-(5-(5-amino-4-(1-oxo-1,2,3,4-tetrahydroisoquinolin-6-yl)-1H-pyrazol-1-yl)-2-methylphenyl)acrylamide NC1=C(C=NN1C=1C=CC(=C(C1)NC(C=C)=O)C)C=1C=C2CCNC(C2=CC1)=O